4-bromo-2-hydroxybenzene-1-carbaldehyde BrC1=CC(=C(C=C1)C=O)O